(3R,4s)-4-((R)-8-methyl-5H-imidazo[5,1-a]isoindol-5-yl)tetrahydrofuran-3-ol CC1=CC=C2[C@H](N3C(C2=C1)=CN=C3)[C@@H]3[C@H](COC3)O